[Ca].P(O)(O)(O)=O phosphoric acid monocalcium